(S)-(4-(3-((2-(((benzyloxy)carbonyl)amino)-4-phenylbutyrylamino)methyl)-4-methylphenoxy)butyl)carbamic acid tert-butyl ester C(C)(C)(C)OC(NCCCCOC1=CC(=C(C=C1)C)CNC([C@H](CCC1=CC=CC=C1)NC(=O)OCC1=CC=CC=C1)=O)=O